N'-(oxo-di-4,1-phenylene)diacetic amide O(C1=CC=C(C=C1)CC(=O)N)C1=CC=C(C=C1)CC(=O)N